CN1N=C(C=C1C(C(=O)N[C@H]1C2=C(CN3N(C1=O)CCC3)C=CC=C2)CC(=O)N)C2=CC(=NO2)C (1-methyl-3-(3-methylisoxazol-5-yl)-1H-pyrazol-5-yl)-N1-((S)-11-oxo-2,3,10,11-tetrahydro-1H,5H-benzo[d]pyrazolo[1,2-a][1,2]diazepin-10-yl)succinamide